1-((S)-1-(4-fluorophenyl)-3,4-dihydroisoquinolin-2(1H)-yl)-2-hydroxy-2-(pyrrolidin-3-yl)ethanone FC1=CC=C(C=C1)[C@@H]1N(CCC2=CC=CC=C12)C(C(C1CNCC1)O)=O